COC=1C=C(C(=O)N2[C@@H]3[C@H](CC2)CN(C3)C#N)C=CC1C=1C=NN(C1)C (3aR,6aR)-1-(3-methoxy-4-(1-methyl-1H-pyrazol-4-yl)benzoyl)hexahydropyrrolo[3,4-b]pyrrole-5(1H)-carbonitrile